C[C@@H]1N(CCN(C1)C)C1=CN=C(S1)C1=NNC(=C1C(C)C)C=1C=C(C=2N(C1)N=CN2)OC (S)-5-(2,4-dimethylpiperazin-1-yl)-2-(4-isopropyl-5-(8-methoxy-[1,2,4]triazolo[1,5-a]pyridin-6-yl)-1H-pyrazol-3-yl)thiazole